ethyl 3-[[(S)-tert-butylsulfinyl]amino]-3-[1-[2-chloro-4-[(2,4-dimethoxyphenyl)methyl-(6-fluoro-2-pyridyl)sulfamoyl]-3,5-difluoro-phenyl]-3-methyl-pyrrolidin-3-yl]propanoate C(C)(C)(C)[S@](=O)NC(CC(=O)OCC)C1(CN(CC1)C1=C(C(=C(C(=C1)F)S(N(C1=NC(=CC=C1)F)CC1=C(C=C(C=C1)OC)OC)(=O)=O)F)Cl)C